(4S)-5,5-difluoro-1-(4-fluorophenoxy)-3-methanesulfonyl-4H,5H,6H-cyclopenta[c]thiophen-4-ol FC1([C@H](C=2C(=C(SC2S(=O)(=O)C)OC2=CC=C(C=C2)F)C1)O)F